7-(4-bromo-3-chloro-benzoyl)-2-(4-methoxyphenyl)-3-oxo-N-[[3-(trifluoromethyl)phenyl]methyl]-6,8-dihydro-5H-imidazo[1,5-a]pyrazine-1-carboxamide BrC1=C(C=C(C(=O)N2CC=3N(CC2)C(N(C3C(=O)NCC3=CC(=CC=C3)C(F)(F)F)C3=CC=C(C=C3)OC)=O)C=C1)Cl